CN1N=CC(=C1)NC1=NC=CC(=N1)C1=CC2=C([C@@H](CCN(C2)C2COC2)NC(=O)C=2OC(=NN2)C(C)(C)C)C=C1 5-tert-butyl-1,3,4-oxadiazole-2-carboxylic acid {(R)-8-[2-(1-methyl-1H-pyrazol-4-ylamino)-pyrimidin-4-yl]-2-oxetan-3-yl-2,3,4,5-tetrahydro-1H-2-benzazepine-5-yl}-amide